BrC=1C=C(C=NC1)C1CCN2N1C(C(C2)(C)C(F)F)=O 3-(5-bromo-3-pyridinyl)-6-(difluoromethyl)-6-methyl-1,2,3,7-tetrahydropyrazolo[1,2-a]Pyrazol-5-one